CCCCCCCCC(=O)N 9-nonanamide